C(#N)C1=CC(C2CCC1C2)=O 4-cyanobicyclo[3.2.1]-3-octene-2-one